C1NN=CC2=CC=CC=C12 (2H)-phthalazine